N1=CC(=CC=C1)C=CC(=O)NCCNC(=O)C1=NC=CC=C1 N-(2-(3-(pyridin-3-yl)acrylamido)ethyl)pyridinecarboxamide